tert-butyl 4-[6-[5-(1-cyanocyclobutyl)-1-trityl-pyrazolo[3,4-c]pyridin-3-yl]pyrimidin-4-yl]piperazine-1-carboxylate C(#N)C1(CCC1)C=1C=C2C(=CN1)N(N=C2C2=CC(=NC=N2)N2CCN(CC2)C(=O)OC(C)(C)C)C(C2=CC=CC=C2)(C2=CC=CC=C2)C2=CC=CC=C2